C(C1=CC=CC=C1)N1CCC(CC1)(F)C=1C=C2CN(C(C2=CC1)=O)C1C(NC(CC1)=O)=O 3-(5-(1-benzyl-4-fluoropiperidin-4-yl)-1-oxoisoindolin-2-yl)piperidine-2,6-dione